1,2-dihydro-1,3-diphenyl-4,6-dimethyl-2-thioxo-pyrimidinium C1(=CC=CC=C1)[NH+]1C(N(C(C=C1C)C)C1=CC=CC=C1)=S